FC1(C[C@@H](CC1)N)F (1R)-3,3-difluorocyclopentan-1-amine